1-(tert-butyl) 2-methyl (2R,4R)-4-((3-amino-7-bromo-6-chloro-2-(3-(dimethylamino)azetidin-1-yl)-8-fluoroquinolin-4-yl)amino)pyrrolidine-1,2-dicarboxylate NC=1C(=NC2=C(C(=C(C=C2C1N[C@@H]1C[C@@H](N(C1)C(=O)OC(C)(C)C)C(=O)OC)Cl)Br)F)N1CC(C1)N(C)C